Sorbat C(\C=C\C=C\C)(=O)[O-]